4-propylthio-2,5-dimethoxy-amphetamine C(CC)SC1=CC(=C(CC(N)C)C=C1OC)OC